N-(5-Chloro-1H-pyrrolo[3,2-b]pyridin-3-yl)-5-fluoro-6-(trifluoromethyl)-1H-benzo[d]imidazol-2-amine ClC1=CC=C2C(=N1)C(=CN2)NC2=NC1=C(N2)C=C(C(=C1)F)C(F)(F)F